[I-].C(C)N1C=[N+](C=C1)CC=C 1-ethyl-3-(2-propen-1-yl)-1H-imidazolium iodide